4-[1-[[4-[2-(2-Chlorophenoxy)ethyl-methyl-amino]tetrahydropyran-4-carbonyl]amino]cyclopropyl]benzoic acid, hydrochloride Cl.ClC1=C(OCCN(C2(CCOCC2)C(=O)NC2(CC2)C2=CC=C(C(=O)O)C=C2)C)C=CC=C1